ClC1=CC=C(C=C1)C1N(CCC1C(=O)O)CCC 4-chlorophenyl(propyl)pyrrolidine-3-carboxylic acid